(2-((1-methylpiperidin-4-yl)methyl)-5-((oleoyloxy)methyl)-1,3-dioxolan-4-yl)-methyl (9Z,12Z)-octadeca-9,12-dienoate C(CCCCCCC\C=C/C\C=C/CCCCC)(=O)OCC1OC(OC1COC(CCCCCCC\C=C/CCCCCCCC)=O)CC1CCN(CC1)C